3-chloro-N-((3aR,5r,6aS)-octahydrocyclopenta[c]pyrrol-5-yl)picolinamide hydrochloride Cl.ClC=1C(=NC=CC1)C(=O)NC1C[C@@H]2[C@@H](CNC2)C1